C(C1=CC=CC=C1)OC[C@@H](COCCCCCCCO)O 7-[(2R)-3-benzyloxy-2-hydroxypropoxy]heptan-1-ol